C(C)OC(CS(=O)(=O)CC(COCC(C(=O)O)(C)C1=CC(=CC=C1)CCC(=O)OCC)(C)C)=O 3-(3-((2-ethoxy-2-oxoethyl)sulfonyl)-2,2-dimethylpropoxy)-2-(3-(3-ethoxy-3-oxopropyl)phenyl)-2-methylpropanoic acid